4-((3-(3,3-difluorocyclobutyl)-2,4-dioxo-3,4-dihydroquinazolin-1(2H)-yl)methyl)-N-hydroxybenzamide FC1(CC(C1)N1C(N(C2=CC=CC=C2C1=O)CC1=CC=C(C(=O)NO)C=C1)=O)F